NC1=NC=CC=C1C1=NC=2C(=NC(=CC2)C=2C=NN(C2)C(F)(F)F)N1C=1C=C2CC[C@@H](C2=CC1)NC1CCN(CC1)C(C=C)=O 1-(4-{[(1S)-5-[2-(2-aminopyridin-3-yl)-5-[1-(trifluoromethyl)pyrazol-4-yl]imidazo[4,5-b]pyridin-3-yl]-2,3-dihydro-1H-inden-1-yl]amino}piperidin-1-yl)prop-2-en-1-one